1-(2-methyl-2H-tetrazol-5-yl)pyrimidine CN1N=C(N=N1)N1CN=CC=C1